ClC1=C2C(=NN(C2=CC=C1)S(=O)(=O)C1=CC=C(C=C1)C(C)(F)F)N1C(CC(C1)(F)F)(C)C 4-chloro-3-(4,4-difluoro-2,2-dimethyl-pyrrolidin-1-yl)-1-[4-(1,1-difluoroethyl)phenyl]sulfonyl-indazole